2-(3,4,5-trihydroxyphenyl)chroman-3-yl 3,4,5-trihydroxybenzoate OC=1C=C(C(=O)OC2C(OC3=CC=CC=C3C2)C2=CC(=C(C(=C2)O)O)O)C=C(C1O)O